ClC1=CC=C(C=C1)N1C=NC(=C1)[N+](=O)[O-] 1-(4-chlorophenyl)-4-nitro-1H-imidazole